dimethyl(nonadecyl)[3-(trimethoxysilyl)propyl]ammonium C[N+](CCC[Si](OC)(OC)OC)(CCCCCCCCCCCCCCCCCCC)C